4-(3-methylpyridin-4-yl)aniline CC=1C=NC=CC1C1=CC=C(N)C=C1